C1(CC1)COC1=C(C=CC(=N1)C(=O)N[C@H](C(=O)OC)CC(C)C)N1CC(C1)OC (S)-methyl 2-(6-(cyclopropylmethoxy)-5-(3-methoxyazetidin-1-yl) pyridinamido)-4-methylpentanoate